(3-chloropropyl)tris(decan-3-yloxy)silane ClCCC[Si](OC(CC)CCCCCCC)(OC(CC)CCCCCCC)OC(CC)CCCCCCC